F[C@@H]1CC(C[C@@H]1F)N |r| rac-(3R,4S)-3,4-difluorocyclopentan-1-amine